COC1=CC=C(C=C1)NC(CCN1CC2=CC(=CC(=C2CC1)C)C=1N=C2C(=NC1)NC=C2C2=CC(=C(C(=O)N(C)C)C=C2)C)=O 4-(2-(2-(3-(4-methoxyphenylamino)-3-oxopropyl)-5-methyl-1,2,3,4-tetrahydroisoquinolin-7-yl)-5H-pyrrolo[2,3-b]pyrazin-7-yl)-N,N,2-trimethylbenzamide